(3S,4R)-3-(benzyloxy)tetrahydro-2H-pyran-4-amine C(C1=CC=CC=C1)O[C@@H]1COCC[C@H]1N